FC=1C(=NC(NC1)=O)NC 5-fluoro-4-(methylamino)pyrimidin-2(1H)-one